ClC1=CC=C(C=C1)CCC1=NOC(=N1)CN1N=CC=C(C1=O)C 2-({3-[2-(4-chlorophenyl)ethyl]-1,2,4-oxadiazol-5-yl}methyl)-4-methyl-2,3-dihydropyridazin-3-one